benzyl ((8-fluoro-6,12-dioxo-6,12-dihydroindolo[2,1-b]quinazolin-2-yl)methyl)carbamate FC=1C=C2C(C3=NC4=CC=C(C=C4C(N3C2=CC1)=O)CNC(OCC1=CC=CC=C1)=O)=O